ClC1=NC=C(C(=C1)C1=CCN(C(=C1)C)C=1SC2=C(C=NC(=C2)N2CCC(CC2)NS(=O)(=O)C)N1)OC 2'-chloro-5'-methoxy-6-methyl-N-(6-(4-(methylsulfonamido)piperidin-1-yl)thiazolo[4,5-c]pyridin-2-yl)-4,4'-bipyridine